FC1=CC=C(CN(S(=O)(=O)C2=CC=C(C=C2)NC(=O)C2C(C2)C2=CC=NC=C2)CC2=CC=C(C=C2)O)C=C1 N-(4-(N-(4-fluorobenzyl)-N-(4-hydroxybenzyl)sulfamoyl)phenyl)-2-(pyridin-4-yl)cyclopropane-1-carboxamide